C(C)(C)(C)C=1C(=C(C=C(C1)OC)C1=C(C(=CC(=C1)OC)C(C)(C)C)OC1=CC=CC=2OPOC3=C(C21)C=CC=C3)OC3=CC=CC=2OPOC1=C(C23)C=CC=C1 (3,3'-di-tert-butyl-5,5'-dimethoxy-1,1'-biphenyl-2,2'-diyl)bis(oxy)bis(dibenzo[d,f][1,3,2]dioxaphosphepin)